N-[8-chloro-6-(4-ethyl-3-pyridinyl)-3-isoquinolinyl]-2-(2-tetrahydropyran-2-ylpyrazol-3-yl)acetamide ClC=1C=C(C=C2C=C(N=CC12)NC(CC=1N(N=CC1)C1OCCCC1)=O)C=1C=NC=CC1CC